ClC=1C=C2C(=CC1)NC(C21CCN(CC1)CCOC=1C=C2C(=NC1)N(C(=N2)C)C2CC(C2)(C)O)=O 5-chloro-1'-[2-({2-methyl-3-[(cis)-3-hydroxy-3-methylcyclobutyl]-3H-imidazo[4,5-b]pyridin-6-yl}oxy)ethyl]-1,2-dihydrospiro[indole-3,4'-piperidin]-2-one